C(C)(C)(C)OC(=O)N1CCN(CC1)C1=CC=2N(C=C1F)N=C(C2N(C)C=2SC(=C(N2)C2=CC=C(C=C2)F)C#N)CC 4-[3-[[5-cyano-4-(4-fluorophenyl)thiazol-2-yl]-methyl-amino]-2-ethyl-6-fluoro-pyrazolo[1,5-a]pyridin-5-yl]piperazine-1-carboxylic acid tert-butyl ester